2-[6-[[5-(trifluoromethyl)-1H-1,2,4-triazol-3-yl]methyl]-2-azaspiro[3.3]heptane-2-carbonyl]-2,5-diazaspiro[3.4]octan-6-one FC(C1=NC(=NN1)CC1CC2(CN(C2)C(=O)N2CC3(C2)NC(CC3)=O)C1)(F)F